C(C)OC1=C(C(=O)O)C=CC(=C1)NC1COCC1 2-ethoxy-4-((tetrahydrofuran-3-yl)amino)benzoic acid